[N+](=O)([O-])C=1C=C2C(=NC1)N(N=C2)COCC[Si](C)(C)C 5-nitro-1-((2-(trimethylsilyl)ethoxy)methyl)-1H-pyrazolo[3,4-b]pyridine